2-(2-(1-(Cyclopropylsulfonyl)-1H-pyrazol-4-yl)pyrimidin-4-yl)-N4-((1s,4s)-4-((2-fluoroethyl)amino)cyclohexyl)-5-((1-methyl-1H-pyrazol-4-yl)ethynyl)pyridine-2,4-diamine C1(CC1)S(=O)(=O)N1N=CC(=C1)C1=NC=CC(=N1)C1(NC=C(C(=C1)NC1CCC(CC1)NCCF)C#CC=1C=NN(C1)C)N